(1S,2S,3S)-2-ethyl-N-(6-(1-((3S,4S)-4-fluoro-3-methyltetrahydrofuran-3-yl)piperidin-4-yl)-7-methylisoquinolin-3-yl)-3-(1-methyl-1H-pyrazol-4-yl)cyclopropane-1-carboxamide C(C)[C@@H]1[C@@H]([C@H]1C=1C=NN(C1)C)C(=O)NC=1N=CC2=CC(=C(C=C2C1)C1CCN(CC1)[C@]1(COC[C@H]1F)C)C